C(CCCCCCC)SC1=NC(=NC(=N1)OC1=CC(=C(C(=C1)C(C)(C)C)O)C(C)(C)C)OC1=CC(=C(C(=C1)C(C)(C)C)O)C(C)(C)C 2-octylthio-4,6-bis(3,5-di-tert-butyl-4-hydroxyphenoxy)-s-triazine